C(C)(C)(C)O[C@@H]1C[C@H](N(C1)C(=O)OCC1C2=CC=CC=C2C=2C=CC=CC12)C(=O)O (2S,4R)-4-tert-butoxy-1-(9H-fluoren-9-ylmethoxycarbonyl)pyrrolidine-2-carboxylic acid